COC1=CN=C(S1)C 5-methoxy-2-methyl-1,3-thiazole